2-(((3aR,4S,6R,6aS)-6-((5-((E)-2-ethoxyvinyl)-6-methylpyrimidin-4-yl)amino)-2,2-dimethyltetrahydro-4H-cyclopenta[d][1,3]dioxol-4-yl)oxy)benzonitrile C(C)O/C=C/C=1C(=NC=NC1C)N[C@@H]1C[C@@H]([C@@H]2[C@H]1OC(O2)(C)C)OC2=C(C#N)C=CC=C2